C(C)(C)(C)OC(CSC([C@H](C(=O)O)NC(=O)OC(C)(C)C)(C)C)=O (S)-3-((2-(tert-butoxy)-2-oxoethyl)thio)-2-((tert-butoxycarbonyl)amino)-3-methylbutanoic acid